FC(C1=CC(=NC(=C1)C(F)(F)F)N1C(CCC1)C(=O)N(C)C1=CC=C(C=C1)F)(F)F 1-[4,6-bis(trifluoromethyl)pyridin-2-yl]-N-(4-fluorophenyl)-N-methylpyrrolidine-2-carboxamide